(R)-4-fluoro-5-methyl-2-(4-((1-methylpiperidin-3-yl)amino)phthalazin-1-yl)phenol FC1=CC(=C(C=C1C)O)C1=NN=C(C2=CC=CC=C12)N[C@H]1CN(CCC1)C